ClC1=C2C(=CNC2=C(C=C1)N1CCC(CC1)C1=CC=C(C=C1)N1CCC(CC1)N1CCN(CC1)C=1C=C2CN(C(C2=CC1)=O)C1C(NC(CC1)=O)=O)C#N 4-Chloro-7-{4-[4-(4-{4-[2-(2,6-dioxopiperidin-3-yl)-1-oxo-2,3-dihydro-1H-isoindol-5-yl]piperazin-1-yl}piperidin-1-yl)phenyl]piperidin-1-yl}-1H-indole-3-carbonitrile